C[Si](C1=CC(=CC=C1)C=C)(OCCCC)C dimethylbutoxy(3-vinylphenyl)silane